CC(C(=O)OCC(C)(C1=CC(=CC=C1)C(F)(F)F)NC(NC1=C(C(=CC=C1)CNC(NC)=O)N)=S)(C)C 2-{[(2-amino-3-{[(methylcarbamoyl)amino]methyl}phenyl)carbamothioyl]amino}-2-[3-(trifluoromethyl)phenyl]propyl 2,2-dimethylpropanoate